NCC12C3CCCC3C(CC1)C2 aminomethyl-tricyclo[5.2.1.02,6]decane